C1(=CC=C(C=C1)C)C(C)C para-cymene